N-(3-Cyano-4-fluorophenyl)-5,6,9,10-tetrahydro-4H-isoxazolo[3'',4'':3',4']cyclohepta-[1',2':3,4]pyrazolo[1,5-a]pyrazine-11(12H)-carboxamide C(#N)C=1C=C(C=CC1F)NC(=O)N1CC=2N(CC1)N=C1C2C=2C(CCC1)=CON2